C(CCCC)C1=CC=C(C=C1)C#CC1=C(C=C(C(=C1)F)C#CC)F 1-((4-n-pentylphenyl)ethynyl)-2,5-difluoro-4-(1-propynyl)benzene